2-{1-[2,6-Dichloro-4-(1,1,1,2,3,3,3-heptafluoropropan-2-yl)phenyl]-1H-pyrazol-4-yl}-1,3-thiazole-4-carboxylic acid ClC1=C(C(=CC(=C1)C(C(F)(F)F)(C(F)(F)F)F)Cl)N1N=CC(=C1)C=1SC=C(N1)C(=O)O